7-((6-((dimethylamino)methyl)-5-(3-(methoxymethyl)tetrahydrofuran-3-yl)pyridin-2-yl)amino)-4-(7-fluoroimidazo[1,2-a]pyridin-3-yl)isoindolin-1-one CN(C)CC1=C(C=CC(=N1)NC=1C=CC(=C2CNC(C12)=O)C1=CN=C2N1C=CC(=C2)F)C2(COCC2)COC